(3aR,5s,6aS)-N-(6-(2,5-difluorophenyl)-4-(trifluoromethyl)pyridazin-3-yl)-2-((tetrahydro-2H-pyran-4-yl)methyl-d2)octahydro-cyclopenta[c]pyrrol-5-amine FC1=C(C=C(C=C1)F)C1=CC(=C(N=N1)NC1C[C@@H]2[C@@H](CN(C2)C([2H])([2H])C2CCOCC2)C1)C(F)(F)F